N-Methyl-1,2,3,4-tetrahydroisoquinoline-6-carboxamide CNC(=O)C=1C=C2CCNCC2=CC1